NC=1C=2N(C3=CC(=C(C=C3N1)F)C(=O)N1[C@@H]3[C@H](CCC1)OCC=1C=C(C=CC13)OC(F)F)C=NC2 |r| Rac-(4-amino-7-fluoroimidazo[1,5-a]quinoxalin-8-yl)((4aS,10bS)-8-(difluoromethoxy)-2,3,4,4a,6,10b-hexahydro-1H-isochromeno[4,3-b]pyridin-1-yl)methanone